Natrium pyridinthion N1C(C=CC=C1)=S.[Na]